CC(CNC(=O)C1=CC2=C(S1)CCCCCCC2)(CN2CCCC2)C N-[2,2-Dimethyl-3-(pyrrolidin-1-yl)propyl]-4H,5H,6H,7H,8H,9H,10H-cyclonona[b]thiophene-2-carboxamide